N-ethyl-5-(4-((3-ethyl-2-oxo-1,2,3,4-tetrahydroquinazolin-7-yl)methyl)piperazin-1-yl)-6-fluoropicolinamide C(C)NC(C1=NC(=C(C=C1)N1CCN(CC1)CC1=CC=C2CN(C(NC2=C1)=O)CC)F)=O